CO[C@H]1[C@@H](O[C@@H]([C@H]1O)CO)N1C=NC=2C(=O)NC(N)=NC12 O-methyl-Guanosine